6-carbamoyl-3-methyl-indole C(N)(=O)C1=CC=C2C(=CNC2=C1)C